(S or R)-2-(3-(2-(((R)-((R)-7-fluoro-1,2,3,4-tetrahydropyrido[2,3-b]pyrazin-3-yl)(phenyl)methyl)amino)ethyl)-4-methylphenyl)propanoic acid FC1=CC2=C(N[C@H](CN2)[C@@H](C2=CC=CC=C2)NCCC=2C=C(C=CC2C)[C@@H](C(=O)O)C)N=C1 |o1:26|